methyl 2-[1-(cyclopropyl methyl)-6-ethyl-1H-pyrrolo[2,3-b]pyridin-2-yl]-1-ethyl-7-methoxy-1H-1,3-benzodiazole-5-carboxylate C1(CC1)CN1C(=CC=2C1=NC(=CC2)CC)C2=NC1=C(N2CC)C(=CC(=C1)C(=O)OC)OC